3,3-dimethyl-1,5-dioxaspiro[5.5]undecan-9-one CC1(COC2(OC1)CCC(CC2)=O)C